N1=CC(=CC=C1)CNC1=C(C(=O)N)C=CC=N1 ((pyridin-3-ylmethyl)amino)nicotinamide